3-chloro-2-hydroxy-propyl-trimethylammonium chlorid [Cl-].ClCC(C[N+](C)(C)C)O